C(C)(C)(C)N1P(N(CC=C1)C(C)(C)C)C 1,3-di-tert-butyl-2-methyl-1,3,2-diazaphosphine